BrC1=NC=CC(=C1)CN1C[C@@H](CCC1)N1S(C=CC1)(=O)=O (R)-2-(1-((2-bromopyridin-4-yl)methyl)piperidin-3-yl)-2,3-dihydroisothiazole 1,1-dioxide